1,2,3,4-butanetetraol tetraacrylate C(C=C)(=O)OCC(C(COC(C=C)=O)OC(C=C)=O)OC(C=C)=O